FC1=C(C=C2NC(C=3N(C2=C1)N=CC3)=O)CN3CC(C(=CC3)C=3C=NC(=CC3)C(=O)NC)C 1'-((8-fluoro-4-oxo-4,5-dihydropyrazolo[1,5-a]quinoxalin-7-yl)methyl)-N,3'-dimethyl-1',2',3',6'-tetrahydro-[3,4'-bipyridine]-6-carboxamide